C1(CC1)NC(C1=C(C=C(C=C1OC)C1=CN=C2N1C=CC(=C2)OCC2(NCCC2)C)OC(F)F)=O N-cyclopropyl-2-(difluoromethoxy)-6-methoxy-4-[7-[(2-methyl-pyrrolidin-2-yl)methoxy]imidazo[1,2-a]pyridin-3-yl]benzamide